2-(2,6-dioxo-3-piperidyl)-5-[4-[2-(4-piperidyl)ethyl]piperazin-1-yl]isoindoline-1,3-dione O=C1NC(CCC1N1C(C2=CC=C(C=C2C1=O)N1CCN(CC1)CCC1CCNCC1)=O)=O